N-[(3-(anilinomethylene)-2-chloro-1-cyclohexen-1-yl)methylene]aniline N(C1=CC=CC=C1)C=C1C(=C(CCC1)C=NC1=CC=CC=C1)Cl